(2S,4R)-1-[(2S)-2-(4-cyclopropyltriazol-1-yl)-3,3-dimethyl-butanoyl]-4-hydroxy-N-[(1'R,4R)-spiro[chromane-4,2'-cyclopropane]-1'-yl]pyrrolidine-2-carboxamide C1(CC1)C=1N=NN(C1)[C@H](C(=O)N1[C@@H](C[C@H](C1)O)C(=O)N[C@H]1[C@]2(C1)CCOC1=CC=CC=C12)C(C)(C)C